CC1=NC(=CC(=C1)C=1C(=C(C#N)C(=C(C1N1C2=CC=CC=C2OC=2C=CC=CC12)N1C2=CC=CC=C2OC=2C=CC=CC12)N1C2=CC=CC=C2OC=2C=CC=CC12)N1C2=CC=CC=C2OC=2C=CC=CC12)C 3-(2,6-dimethylpyridin-4-yl)-2,4,5,6-tetra(10H-phenoxazin-10-yl)benzonitrile